C(CC=C)OB(O)O (3-butene-1-yl)-boric acid